Trans-3-[2-(8-chloro-4-oxo-chromen-2-yl)-5-isopropyl-phenoxy]cyclobutane-carboxylic acid ClC=1C=CC=C2C(C=C(OC12)C1=C(O[C@@H]2C[C@H](C2)C(=O)O)C=C(C=C1)C(C)C)=O